ClC1=NC=C(C(=N1)NC1=C(C=CC=C1)N(S(=O)=O)C)Cl N-(2-((2,5-dichloropyrimidin-4-yl)amino)phenyl)-N-methylsulfonamide